methyl (S)-3-(6-bromo-3-oxo-3,4-dihydro-2H-benzo[b][1,4]oxazin-2-yl)propanoate BrC1=CC2=C(O[C@H](C(N2)=O)CCC(=O)OC)C=C1